OCCNC(O[C@@H]1CC[C@H](CC1)C(N(C[C@@H]1CC[C@H](CC1)C=1C=NC(=CC1)N(C)C)C1=CC(=CC=C1)C=1C=NN(C1)C1CC1)=O)=O trans-4-((3-(1-Cyclopropyl-1H-pyrazol-4-yl)phenyl)((trans-4-(6-(dimethylamino)-pyridin-3-yl)cyclohexyl)methyl)carbamoyl)cyclohexyl (2-hydroxyethyl)-carbamate